2-Oxo-2,3-dihydro-1H-benzo[d]imidazole O=C1NC2=C(N1)C=CC=C2